methyl (1R)-2-[4-(1,3-benzoxazol-2-yl)-5-methoxy-1-methyl-6-oxopyrimidin-2-yl]-1-(2-fluorophenyl)-3,4-dihydro-1H-isoquinoline-7-carboxylate O1C(=NC2=C1C=CC=C2)C=2N=C(N(C(C2OC)=O)C)N2[C@H](C1=CC(=CC=C1CC2)C(=O)OC)C2=C(C=CC=C2)F